2-[2-[2-[2-fluoro-5-[6-fluoro-4-methylsulfonyl-1-(p-tolylsulfonyl)indol-5-yl]oxy-phenyl]-1H-imidazol-5-yl]ethyl]isoindoline-1,3-dione FC1=C(C=C(C=C1)OC=1C(=C2C=CN(C2=CC1F)S(=O)(=O)C1=CC=C(C=C1)C)S(=O)(=O)C)C=1NC(=CN1)CCN1C(C2=CC=CC=C2C1=O)=O